OCCOCCN1C(N(C(C1)=O)C)=O (2-(2-hydroxyethoxy)ethyl)-3-methylimidazolidine-2,4-dione